tert-Butyl 5-(hydroxymethyl)-2-azabicyclo[2.2.1]heptane-2-carboxylate OCC1C2CN(C(C1)C2)C(=O)OC(C)(C)C